NC1=NC=C(C=O)C=C1[N+](=O)[O-] 6-AMINO-5-NITRONICOTINALDEHYDE